2-N-(7-Chloroquinolin-4-yl)cyclohexane-1,2-diamine ClC1=CC=C2C(=CC=NC2=C1)NC1C(CCCC1)N